2,2-bis[4-(2,4-bismaleimidophenoxy)phenyl]hexafluoropropane C1(C=CC(N1C1=C(OC2=CC=C(C=C2)C(C(F)(F)F)(C(F)(F)F)C2=CC=C(C=C2)OC2=C(C=C(C=C2)N2C(C=CC2=O)=O)N2C(C=CC2=O)=O)C=CC(=C1)N1C(C=CC1=O)=O)=O)=O